tert-butyl-(3-iodopropoxy)-dimethyl-silane C(C)(C)(C)[Si](C)(C)OCCCI